5-(1-cyclopropylethyl)-2,3-dihydrobenzofuran-4-ol C1(CC1)C(C)C1=CC=C2C(CCO2)=C1O